3-bromo-4-(dimethylamino)phenol BrC=1C=C(C=CC1N(C)C)O